NC1=CC(=C(C=C1)NCCO)[N+](=O)[O-] 2-((4-amino-2-nitrophenyl)amino)ethan-1-ol